CC1=NOC(=C1C1=CC=C2C(=N1)NC=C2C2=NC(=NC=C2C(F)(F)F)N[C@@H]2CN(CCC2)C(=O)OC(C)(C)C)C Tert-butyl (3S)-3-[[4-[6-(3,5-dimethylisoxazol-4-yl)-1H-pyrrolo-[2,3-b]-pyridin-3-yl]-5-(trifluoromethyl)pyrimidin-2-yl]-amino]-piperidine-1-carboxylate